ClC1=CC=C(C=C1)C1=CC(=C(C=C1)C=1C=C2C(=CC=NC2=CC1)NC=1C=CC2=C(N=CS2)C1)F N-(6-(4'-chloro-3-fluoro-[1,1'-biphenyl]-4-yl)quinolin-4-yl)benzo[d]thiazol-5-amine